N(=[N+]=[N-])CCOC1=NN=C(S1)C1=C(C(=O)N)C(=CC(=N1)C)C1=C(C(=CC=C1OC)Cl)F (5-(2-azidoethoxy)-1,3,4-thiadiazol-2-yl)-4-(3-chloro-2-fluoro-6-methoxyphenyl)-6-methylnicotinamide